2-amino-N-(2-(2,5-dioxo-2,5-dihydro-1H-pyrrol-1-yl)ethyl)acetamide trifluoroacetate FC(C(=O)O)(F)F.NCC(=O)NCCN1C(C=CC1=O)=O